CC(=CCC[C@@]1(C2C[C@H]3C1([C@H]3C2)C)C)C The molecule is a sesquiterpene consisting of a tricyclo[2.2.1.0(2,6)]heptane skeleton substituted by methyl groups at positions 1 and 7 and by a 4-methylpent-3-en-1-yl group at position 7 (the 1S,2R,4S,6R,7R diastereoisomer). It is a sesquiterpene and a bridged compound.